CN1N=CC(=C1)N1CCCCC1 1-(1-methyl-1H-pyrazol-4-yl)piperidin